2-(imidazol-1-yl)-N-[(trans)-4-(2-hydroxypropan-2-yl)cyclohexyl]quinazoline-4-carboxamide N1(C=NC=C1)C1=NC2=CC=CC=C2C(=N1)C(=O)N[C@@H]1CC[C@H](CC1)C(C)(C)O